(S)-quinuclidin-3-yl (5-(4-(2,2-difluoroethoxy)phenyl)-2,2-dimethyl-2,3-dihydro-1H-inden-1-yl)carbamate FC(COC1=CC=C(C=C1)C=1C=C2CC(C(C2=CC1)NC(O[C@@H]1CN2CCC1CC2)=O)(C)C)F